FC1=C(C=CC(=C1)F)S(=O)(=O)NC=1C(N(C=C(C1)C=1C=C2C(=NC=NC2=CC1)N1CCN(CC1)C(\C=C\C(C)=O)=O)C)=O (E)-2,4-difluoro-N-(1-methyl-2-oxo-5-(4-(4-(4-oxopent-2-enoyl)piperazin-1-yl)quinazolin-6-yl)-1,2-dihydropyridin-3-yl)benzenesulfonamide